N-(3-((2-(benzyloxy)ethyl)amino)-4-bromo-5-methyl-2-nitrophenyl)-N-methylacetamide C(C1=CC=CC=C1)OCCNC=1C(=C(C=C(C1Br)C)N(C(C)=O)C)[N+](=O)[O-]